C(C)(C)(C)OC(=O)N1CC=2N(CC1)N=C(C2)C2=CC(=C(C(=C2)C)F)C 2-(4-fluoro-3,5-dimethyl-phenyl)-6,7-dihydro-4H-pyrazolo[1,5-a]pyrazine-5-carboxylic acid tert-butyl ester